ClC=1C=C(OC=2C3=C(C(=NC2)SC(F)(F)F)\C(\CC3)=N\CCCOC)C=C(C1)F (E)-4-(3-chloro-5-fluoro-phenoxy)-N-(3-methoxypropyl)-1-(trifluoromethylsulfanyl)-5,6-dihydrocyclopenta[c]pyridin-7-imine